9,9'-(3,6-bis(2,6-diphenylpyridin-4-yl)-1,2-phenylene)bis(9H-carbazole) C1(=CC=CC=C1)C1=NC(=CC(=C1)C=1C(=C(C(=CC1)C1=CC(=NC(=C1)C1=CC=CC=C1)C1=CC=CC=C1)N1C2=CC=CC=C2C=2C=CC=CC12)N1C2=CC=CC=C2C=2C=CC=CC12)C1=CC=CC=C1